4-bromo-2-(methylsulfonyl)benzoic acid BrC1=CC(=C(C(=O)O)C=C1)S(=O)(=O)C